2-(3-(1-isopropyl-1H-benzo[d][1,2,3]triazol-5-yl)-1,2,4-oxadiazol-5-yl)benzonitrile C(C)(C)N1N=NC2=C1C=CC(=C2)C2=NOC(=N2)C2=C(C#N)C=CC=C2